S(=O)(OCC(F)(F)F)OCC(F)(F)F bis-(2,2,2-trifluoroethyl) sulfite